FC=1C=C(C=NC1)C(C(=O)N)=C 2-(5-fluoropyridin-3-yl)acrylamide